2,5-dichloro-6-methoxy-3-nitropyridine ClC1=NC(=C(C=C1[N+](=O)[O-])Cl)OC